(4-FORMYL-2-IODOPHENOXY)ACETIC ACID C(=O)C1=CC(=C(OCC(=O)O)C=C1)I